(R)-2-(4-(8-amino-6-(4-methylpyridin-3-yl)isoquinolin-3-ylamino)-1H-pyrazol-1-yl)propionitrile NC=1C=C(C=C2C=C(N=CC12)NC=1C=NN(C1)[C@@H](C#N)C)C=1C=NC=CC1C